BrC1=CC=C(C=C1)CN1C(=NC=C1)C1(COC1)C 1-((4-bromophenyl)methyl)-2-(3-methyloxetane-3-yl)-1H-imidazole